FC(OC1=C(C=CC=C1)C=1N=NN(C1)[C@H](C(=O)N1[C@@H](C[C@H](C1)O)C(=O)NC)C(C)(C)C)F (2S,4R)-1-[(2S)-2-[4-[2-(difluoromethoxy)phenyl]triazol-1-yl]-3,3-dimethyl-butanoyl]-4-hydroxy-N-methyl-pyrrolidine-2-carboxamide